ClC1=CC(=C2C=NN(C2=C1)C)C1=NC=CC(=N1)O (6-chloro-1-methyl-1H-indazol-4-yl)pyrimidin-4-ol